[(1R)-1-(5-cyano-3-fluoropyridin-2-yl)ethyl]-2-(4,5-dimethyl-2-oxo-1H-1,6-naphthyridin-3-yl)-2,2-difluoroacetamide C(#N)C=1C=C(C(=NC1)[C@@H](C)NC(C(F)(F)C=1C(NC2=CC=NC(=C2C1C)C)=O)=O)F